S1N=CC=C1C1=CC=C(N)C=C1 4-(isothiazol-5-yl)aniline